2-phenyl-1,3-dioxane-5-amine C1(=CC=CC=C1)C1OCC(CO1)N